(3S,6S)-4,4-difluoro-6-[5-[3-cis-(trifluoromethoxy)cyclobutyl]-1,3,4-oxadiazol-2-yl]tetrahydropyran-3-amine HCl salt Cl.FC1([C@H](CO[C@@H](C1)C=1OC(=NN1)C1(CCC1)OC(F)(F)F)N)F